tert-butyl (3R)-13-((4-([1,2,4]triazolo[1,5-a]pyridin-7-yloxy)-2-fluorophenyl)amino)-2,3,5,6-tetrahydro-4H-3,7-methano[1,4,7]oxadiazonino[2,3-f]quinazoline-4-carboxylate N=1C=NN2C1C=C(C=C2)OC2=CC(=C(C=C2)NC2=NC=NC1=CC=C3C(=C21)OC[C@@H]2N(CCN3C2)C(=O)OC(C)(C)C)F